2-(2-ethyl-3-fluoro-5-(tetrahydro-2H-pyran-4-yl)phenyl)-2-((R)-3-(methyl(5-(5,6,7,8-tetrahydro-1,8-naphthyridin-2-yl)pentyl)amino)pyrrolidin-1-yl)acetic acid C(C)C1=C(C=C(C=C1F)C1CCOCC1)C(C(=O)O)N1C[C@@H](CC1)N(CCCCCC1=NC=2NCCCC2C=C1)C